1,1,1-trimethylethane CC(C)(C)C